zirconium tetra(diethylamine) zirconium [Zr].C(C)NCC.C(C)NCC.C(C)NCC.C(C)NCC.[Zr]